N=1C=CN2N=C(C=CC21)N2CCC(CC2)C(=O)OCC Ethyl 1-(imidazo[1,2-b]pyridazin-6-yl)piperidine-4-carboxylate